(Z)-8-Bromooctanoic acid hept-3-en-1-yl ester C(CC=CCCC)OC(CCCCCCCBr)=O